tetracyclo[5.4.1.11,5.13,10]tetradecane C123CC4CC(CC(CCC(C1)C4)C2)C3